OCC1CCN(CC1)C(=O)N1CCC(CC1)=C(C#N)C1=CC=C(C=C1)C(F)(F)F 2-(1-(4-(hydroxymethyl)piperidine-1-carbonyl)piperidin-4-ylidene)-2-(4-(tri-fluoromethyl)phenyl)acetonitrile